OC1=C(C=CC=C1)C(=O)OC methyl (2-hydroxy-phenyl)carboxylate